N-(1-bromo-7-fluoro-8-iodoisoquinolin-3-yl)acetamide BrC1=NC(=CC2=CC=C(C(=C12)I)F)NC(C)=O